COC(CN1CCC(CC1)CCC)COC 1-(2,3-dimethoxypropyl)-4-propylpiperidine